2-{[6-ethyl-2-(3-((2-(3-fluoroazetidin-1-yl)-2-oxoethyl)(methyl)amino)pyrrolidin-1-yl)imidazo[2,1-b][1,3,4]thiadiazol-5-yl](methyl)amino}-4-(4-fluorophenyl)thiazole-5-carbonitrile C(C)C=1N=C2SC(=NN2C1N(C=1SC(=C(N1)C1=CC=C(C=C1)F)C#N)C)N1CC(CC1)N(C)CC(=O)N1CC(C1)F